NC1=C(C=C(C2=C1CCO2)C(=O)NC2CCN(CC2)CCCCCC(=O)O)Cl 6-(4-(4-amino-5-chloro-2,3-dihydrobenzofuran-7-carboxamido)piperidin-1-yl)hexanoic acid